(S)-2-((4,11-diethyl-4-hydroxy-3,14-dioxo-3,4,12,14-tetrahydro-1H-pyrano[3',4':6,7]indolizino[1,2-b]quinolin-9-yl)oxy)-2-methylpropanoic acid C(C)[C@]1(C(OCC=2C(N3CC=4C(=NC=5C=CC(=CC5C4CC)OC(C(=O)O)(C)C)C3=CC21)=O)=O)O